5,5',5'',5'''-(4-(4,6-diphenyl-1,3,5-triazin-2-yl)-6-(pyridin-4-yl)benzene-1,2,3,5-tetrayl)tetrakis(5H-pyrido[3,2-b]indole) C1(=CC=CC=C1)C1=NC(=NC(=N1)C1=CC=CC=C1)C1=C(C(=C(C(=C1N1C2=C(C=3C=CC=CC13)N=CC=C2)C2=CC=NC=C2)N2C1=C(C=3C=CC=CC23)N=CC=C1)N1C2=C(C=3C=CC=CC13)N=CC=C2)N2C1=C(C=3C=CC=CC23)N=CC=C1